BrC=1C(=C(C=CC1)NC(=O)C=1N=CC=2CN(CCC2C1)C1CCCC1)Cl N-(3-bromo-2-chlorophenyl)-7-cyclopentyl-5,6,7,8-tetrahydro-2,7-naphthyridine-3-carboxamide